N-(6-(2-aminopyrimidin-4-yl)-1,2,3,4-tetrahydronaphthalen-1-yl)-4,5,6,7-tetrahydrobenzo[b]Thiophene-2-carboxamide NC1=NC=CC(=N1)C=1C=C2CCCC(C2=CC1)NC(=O)C1=CC2=C(S1)CCCC2